COC1=CC=C(C=C1)C/C(=C/C(=O)OCC)/C ethyl (E)-4-(4-methoxyphenyl)-3-methyl-but-2-enoate